tris[2-carboxyethyl]phosphine hydrochloride Cl.C(=O)(O)CCP(CCC(=O)O)CCC(=O)O